C(C1=CC=CC=C1)N1N=C(C=C1)C(C)(C)N1C(CCC1)=O 1-[1-(1-benzylpyrazol-3-yl)-1-methyl-ethyl]pyrrolidin-2-one